The molecule is a tricyclic sesquiterpenoid that is 4-methylidenedecahydro-1H-cyclopropa[e]azulene carrying three methyl substituents at positions 1, 1 and 7 as well as a hydroxy substituent at position 7. It has a role as a volatile oil component, a plant metabolite, an anaesthetic and a vasodilator agent. It is a sesquiterpenoid, a carbotricyclic compound, a tertiary alcohol and an olefinic compound. C[C@@]1(CC[C@@H]2[C@@H]1[C@H]3[C@H](C3(C)C)CCC2=C)O